3-{4-[(6-amino-3-pyridinyl)oxy]phenyl}-1-[5-(trifluoromethyl)-3-pyridinyl]-2,4-imidazolidinedione NC1=CC=C(C=N1)OC1=CC=C(C=C1)N1C(N(CC1=O)C=1C=NC=C(C1)C(F)(F)F)=O